[N].[Si].[Ti].[Cr] chromium titanium silicon nitrogen